5-(1-hydroxyethyl)-7-methyl-3-(1-(1-methyl-1H-pyrazol-4-yl)-2-oxo-1,2-dihydropyridin-4-yl)quinoline-2-carbonitrile OC(C)C1=C2C=C(C(=NC2=CC(=C1)C)C#N)C1=CC(N(C=C1)C=1C=NN(C1)C)=O